C1(CCC1)N1[C@@H](COC2=CC(=NC(NS(C=3C=CC=C(C1=O)C3)(=O)=O)=N2)C2=C(C=CC=C2C)C)CC(C)C (11R)-12-cyclobutyl-6-(2,6-dimethylphenyl)-11-isobutyl-2,2-dioxo-9-oxa-2λ6-thia-3,5,12,19-tetrazatricyclo[12.3.1.14,8]nonadeca-1(18),4(19),5,7,14,16-hexaen-13-one